C(C1=CC=CC=C1)N(CCOC1=NC(=CC=C1N1[C@@H](CN(CC1)C(=O)OC(C)(C)C)CC)Cl)C tert-butyl (3R)-4-(2-{2-[benzyl(methyl)amino]ethoxy}-6-chloropyridin-3-yl)-3-ethylpiperazine-1-carboxylate